(3-(2-cyanocyclopropyl)-1-(4-(1,1-difluoroethyl)pyrimidin-2-yl)-1H-pyrrolo[3,2-c]pyridin-6-yl)acetamide C(#N)C1C(C1)C1=CN(C2=C1C=NC(=C2)CC(=O)N)C2=NC=CC(=N2)C(C)(F)F